(3-(1-(4-Fluorophenyl)-1H-pyrazol-4-yl)phenyl)methylamine, hydrochloride Cl.FC1=CC=C(C=C1)N1N=CC(=C1)C=1C=C(C=CC1)CN